N,N-diethyl-3-hydroxycyclooct-1-en-1-amine oxide C(C)[N+](C1=CC(CCCCC1)O)(CC)[O-]